O=C1NC=C(C=2C1=CC=1C=CN=C(C1C2)OC[C@H]2NC(CC2)=O)C#N (s)-1-oxo-6-((5-oxopyrrolidin-2-yl)methoxy)-1,2-dihydropyrido[3,4-g]isoquinoline-4-carbonitrile